5-(2-methylthiophene-3-yl)-7,8-dihydroisoquinoline CC=1SC=CC1C=1C=2C=CN=CC2CCC1